2'-(N,N-dimethylamino)-biphenyl CN(C)C1=C(C=CC=C1)C1=CC=CC=C1